(4S,11bR)-4-(2-((R)-Methyl(naphthalen-2-yl)silyl)phenyl)-4,5-dihydro-3H-dinaphtho[2,1-c:1',2'-e]phosphepine C[Si@@H](C1=C(C=CC=C1)P1CC2=C(C3=C(C1)C=CC1=CC=CC=C13)C=1C=CC=CC1C=C2)C2=CC1=CC=CC=C1C=C2